C(#N)C1=CC=C(C=C1)C=1OC2=C(C=C(C=C2C(C1C)=O)C)[C@@H](C)NC1=C(C(=O)O)C=CC=C1 2-[[(1R)-1-[2-(4-Cyanophenyl)-3,6-dimethyl-4-oxo-chromen-8-yl]ethyl]amino]benzoic acid